NC1=C(N(N=C1C(C)C)C1=C(C=C(C=C1)Br)OCC)C#N 4-amino-2-(4-bromo-2-ethoxy-phenyl)-5-isopropyl-pyrazole-3-carbonitrile